S1C(=NC2=C1C=CC=C2)C2=C(C(=CC(=C2)I)I)O 2-(benzo[d]thiazol-2-yl)-4,6-diiodophenol